CC=1N(C(=C2C=NN(C(C21)=O)C2=NC=CC=C2)C)C2=CC(=CC=C2)N2N=CC=N2 5,7-dimethyl-3-(2-pyridinyl)-6-[3-(triazol-2-yl)phenyl]pyrrolo[3,4-d]pyridazin-4-one